C(=O)O.NCCOCCNC(C1=C(C=C(C=C1)NC=1C=2N(C=CN1)C(=CN2)C=2C(=NN(C2)CC(CO)(C)C)C(F)(F)F)CC)=O N-[2-(2-aminoethoxy)ethyl]-2-ethyl-4-[[3-[1-(3-hydroxy-2,2-dimethylpropyl)-3-(trifluoromethyl)pyrazol-4-yl]imidazo[1,2-a]pyrazin-8-yl]amino]benzamide formate